C[Sn](C1=CC=C(O1)/C=C/C=C(C#N)C#N)(C)C 2-[(E)-3-(5-trimethylstannanyl-furan-2-yl)-allylidene]-malononitrile